C1(CCC1)C=1C(=NN(C1C1=CC(=C(C(=C1)F)F)F)C)NC(CC1(CC1)C(F)F)=O N-(4-cyclobutyl-1-methyl-5-(3,4,5-trifluorophenyl)-1H-pyrazol-3-yl)-2-(1-(difluoromethyl)cyclopropyl)acetamide